IC1=NN(C2=C1N=CN=C2O)C 3-iodo-1-methyl-1H-pyrazolo[4,3-d]Pyrimidin-7-ol